3-(2-((tert-butyldimethylsilyl)oxy)ethyl)-3,4-dihydronaphthalen-1(2H)-one [Si](C)(C)(C(C)(C)C)OCCC1CC(C2=CC=CC=C2C1)=O